(2-fluoro-3-quinolyl)boronic acid FC1=NC2=CC=CC=C2C=C1B(O)O